cyclohexyl-amine iodide [I-].C1(CCCCC1)N